N1(CCC[C@H]2CCCC[C@H]12)C([C@@H](CCN1C(C2=CC=CC=C2C1=O)=O)NCC1=CC=C(C=C1)Cl)=O 2-[(3R)-4-[(4aR,8aS)-3,4,4a,5,6,7,8,8a-Octahydro-2H-quinolin-1-yl]-3-[(4-chlorophenyl)methylamino]-4-oxo-butyl]isoindoline-1,3-dione